sodium 3,6-diaminopyrazine-2,5-dicarboxylate NC=1C(=NC(=C(N1)C(=O)[O-])N)C(=O)[O-].[Na+].[Na+]